methyl 2-amino-3-cyano-7-methyl-1H-indole-5-carboxylate NC=1NC2=C(C=C(C=C2C1C#N)C(=O)OC)C